FC(C1=C(CN2N=CC(=C2)C(=O)N)C=CC=C1)(F)F (2-(trifluoromethyl)benzyl)-1H-pyrazole-4-carboxamide